(R)-3-(5-methylthiazol-2-yl)-5-sulfamoyl-N-(1-(2-(trifluoromethyl)pyrimidin-5-yl)ethyl)benzamide CC1=CN=C(S1)C=1C=C(C(=O)N[C@H](C)C=2C=NC(=NC2)C(F)(F)F)C=C(C1)S(N)(=O)=O